NCCC=1C=C2C=CC(=CC2=CC1)C(=O)OC methyl 6-(2-aminoethyl)naphthalene-2-carboxylate